4-(4-(cyclopropylamino)piperidin-1-yl)-N-(8-((dimethylamino)methyl)-6-methylimidazo[1,2-a]pyrazin-2-yl)-2-methyl-2H-indazole-7-carboxamide bis(2,2,2-trifluoroacetate) FC(C(=O)O)(F)F.FC(C(=O)O)(F)F.C1(CC1)NC1CCN(CC1)C=1C2=CN(N=C2C(=CC1)C(=O)NC=1N=C2N(C=C(N=C2CN(C)C)C)C1)C